NC1=NC(=C(C=C1C=1C=C2CCNC(C2=CC1F)=O)C=1C=C2CCNCC2=CC1)F 6-(2-amino-6-fluoro-5-(1,2,3,4-tetrahydroisoquinolin-6-yl)pyridin-3-yl)-7-fluoro-3,4-dihydroisoquinolin-1(2H)-one